(E)-4-(1,1-dimethyl-2-(2-(5-(4-(methylamino) phenyl) thiophen-2-yl)vinyl)-1H-benzo[e]indol-3-ium-3-yl)butane-1-sulfonate CC1(C(=[N+](C=2C=CC3=C(C12)C=CC=C3)CCCCS(=O)(=O)[O-])\C=C\C=3SC(=CC3)C3=CC=C(C=C3)NC)C